ClC=1C=C(C=C(C1CC1=CC(=C(C=C1)O)C(C)C)Cl)/C=C(/C(=O)OC)\C methyl (E)-3-(3,5-dichloro-4-(4-hydroxy-3-isopropylbenzyl)phenyl)-2-methylacrylate